NC1=NC(=C(C=2N1C(N(N2)CC=2N=COC2C)=O)C=2C=C1C=NNC1=C(C2)C)C2=C(C(=C(C(=C2[2H])[2H])[2H])[2H])[2H] 5-amino-8-(7-methyl-1H-indazol-5-yl)-2-[(5-methyloxazol-4-yl)methyl]-7-(2,3,4,5,6-pentadeuteriophenyl)-[1,2,4]triazolo[4,3-c]pyrimidin-3-one